NC1=CC=C(N=N1)C=1CCN([C@H](C1)C)C(=O)OC(C)(C)C tert-butyl (S)-4-(6-aminopyridazin-3-yl)-6-methyl-3,6-dihydropyridine-1(2H)-carboxylate